C(C)(=O)OC(CCC[C@@H](C)[C@H]1CC[C@]2(C34C(CC[C@]12C)(C([C@@H](CC3)C(COC(C)=O)(C)C)(C)C)O4)C)CC acetic acid-2-[(2R,5R,6R,11S)-5-[(2R)-6-acetoxyoct-2-yl]-2,6,10,10-tetramethyl-14-Oxatetracyclo[7.4.1.01,9.02,6]tetradec-11-yl]-2-methylpropyl ester